C(CCCCCCC)N1N=C2C(=N1)C=CC=C2 2-octyl-benzotriazole